tert-butyl (E)-4-(2-(3-(methoxycarbonyl)bicyclo[2.2.1]hept-2-en-2-yl)vinyl)piperidine-1-carboxylate COC(=O)C1=C(C2CCC1C2)/C=C/C2CCN(CC2)C(=O)OC(C)(C)C